2-chloro-5-(3-chlorobenzyl-oxy)pyridine ClC1=NC=C(C=C1)OCC1=CC(=CC=C1)Cl